1,1'-bis[di-t-butylphosphino]ferrocene C(C)(C)(C)P([C-]1C=CC=C1)C(C)(C)C.[C-]1(C=CC=C1)P(C(C)(C)C)C(C)(C)C.[Fe+2]